BrC1N=C2N(CN(C=C2N1CC#CC)CC1=NC2=CC=CC=C2C(=N1)C)C 8-bromo-7-(2-butynyl)-3,7-dihydro-3-methyl-1-[(4-methyl-2-quinazolinyl)methyl]-1H-purine